C(C)N(C1=NC(=NC(=N1)NC1=CC(=CC=C1)[N+](=O)[O-])OCC(C(F)F)(F)F)CC N,N-diethyl-N'-(3-nitrophenyl)-6-(2,2,3,3-tetrafluoropropoxy)-1,3,5-triazine-2,4-diamine